C(C)(C)(C)OC(=O)N[C@H]1C[C@@H](CC[C@@H]1NC(=O)OC(C)(C)C)C(=O)N[C@@H](CC=1C(=C(C(=O)OC(C)(C)C)C=CC1)OC)B1OC2(C3C(C(CC2O1)C3)(C)C)C tert-butyl 3-((2R)-2-((1R,3S,4S)-3,4-bis(tert-butoxycarbonylamino)cyclohexanecarboxamido)-2-(2,9,9-trimethyl-3,5-dioxa-4-bora-tricyclo[6.1.1.02,6]dec-4-yl)ethyl)-2-methoxybenzoate